N-(4-dimethylaminophenyl)benzamide diethylbutanedioate C(C)OC(CCC(=O)OCC)=O.CN(C1=CC=C(C=C1)NC(C1=CC=CC=C1)=O)C